3,3'-dihydroxybiphenyldiamine OC1(C(C(=CC=C1)C1=CC(=CC=C1)O)N)N